P(=O)(OCN1N=CC(=C1)C=1SC=C(N1)C(NC=1C(=NN(C1)[C@@H]1CC[C@H](CC1)OCC)C1=NC(=CC=C1F)F)=O)(O)O (4-(4-((3-(3,6-difluoropyridin-2-yl)-1-(trans-4-ethoxycyclohexyl)-1H-pyrazol-4-yl)carbamoyl)thiazol-2-yl)-1H-pyrazol-1-yl)methyl Dihydrogen Phosphate